1-(1-(9-ethyl-6-morpholino-8-(pyridin-4-yl)-9H-purin-2-yl)-1H-pyrazol-4-yl)cyclobutan-1-ol C(C)N1C2=NC(=NC(=C2N=C1C1=CC=NC=C1)N1CCOCC1)N1N=CC(=C1)C1(CCC1)O